(Z)-7-((1R,2R,3R,5S)-3,5-dihydroxy-2-((R,E)-3-hydroxy-4-(3-(trifluoromethyl)phenoxy)but-1-en-1-yl)cyclopentyl)hept-5-enoic acid O[C@H]1[C@@H]([C@H]([C@H](C1)O)C\C=C/CCCC(=O)O)\C=C\[C@H](COC1=CC(=CC=C1)C(F)(F)F)O